ClC1=C(C=CC(=C1)F)CCCC(=O)O 4-(2-chloro-4-fluorophenyl)butanoic acid